Cl.Cl.CC1=CC=C2C(=N1)[C@H](C1(O2)CC1)CN |o1:9| rel-1-[(3'R)-5'-methyl-3'H-spiro[cyclopropane-1,2'-furo[3,2-b]pyridin]-3'-yl]methylamine dihydrochloride